(5R,8R)-2-Bromo-9,10-didehydro-N,N-diethyl-6-methylergoline-8-carboxamide hemi-D-tartrate C(=O)(O)[C@@H](O)[C@H](O)C(=O)O.BrC1=C2C[C@H]3N(C[C@@H](C=C3C=3C=CC=C(N1)C32)C(=O)N(CC)CC)C.BrC3=C2C[C@H]1N(C[C@@H](C=C1C=1C=CC=C(N3)C12)C(=O)N(CC)CC)C